ClC=1C=C(C(=O)N2CC=3C(=NN4C3C(N(C[C@H]4C)C(C)C4=CC(NC=C4)=O)=O)C[C@H]2C)C=CC1Cl (3R,7R)-2-(3,4-dichlorobenzoyl)-3,7-dimethyl-9-(1-(2-oxo-1,2-dihydropyridin-4-yl)ethyl)-1,2,3,4,8,9-hexahydropyrido[4',3':3,4]pyrazolo[1,5-a]pyrazin-10(7H)-one